4-(tert-butylamino)-7-cyano-N-(3-hydroxy-3-methylbutyl)-5H-pyrido[3,2-b]indole-3-carboxamide C(C)(C)(C)NC1=C(C=NC2=C1NC=1C=C(C=CC21)C#N)C(=O)NCCC(C)(C)O